C12(CCC(CC1)CC2)CN2N=CC(=C2)C=2C(=NC(=CC2)C)C2=CC=C1C=CC=NC1=C2 7-{3-[1-(bicyclo[2.2.2]oct-1-ylmethyl)-1H-pyrazol-4-yl]-6-methylpyridin-2-yl}quinoline